N1=C(N=CC=C1)C=1C=CC(=NC1)N 5-(Pyrimidin-2-yl)pyridin-2-amine